(S)-2-(3-(5-((1-cyclopropylethyl)carbamoyl)-1-(2-isopropoxyethyl)-1H-pyrazol-3-yl)phenyl)-N-(pentan-3-yl)oxazole-5-carboxamide C1(CC1)[C@H](C)NC(=O)C1=CC(=NN1CCOC(C)C)C=1C=C(C=CC1)C=1OC(=CN1)C(=O)NC(CC)CC